CC1CC(CCC1C)N 3,4-dimethylcyclohexylamine